C[C@@H](C=C)NP(OC(C)C=C)(OC1=CC=CC=C1)=O but-3-en-2-yl phenyl ((S)-but-3-en-2-yl)phosphoramidate